heptalen C1=CC=CC=C2C=CC=CC=C12